methyl 5-fluoro-4-hydroxy-2-nitrobenzoate FC=1C(=CC(=C(C(=O)OC)C1)[N+](=O)[O-])O